C(C)(=O)OO.O=C[C@H](O)[C@@H](O)[C@H](O)[C@H](O)CO D-glucose peracetate